2-phenyl-3-(4-carboxyphenyl)-5-styryl-tetrazolium chloride [Cl-].C1(=CC=CC=C1)N1[NH2+]C(=NN1C1=CC=C(C=C1)C(=O)O)C=CC1=CC=CC=C1